[Ru](=O)(=O)=O Ruthenium(VI)-Oxid